(E)-methyl 3-(3-methoxy-4-((1-methylpyrrolidin-3-yl)oxy)phenyl)acrylate COC=1C=C(C=CC1OC1CN(CC1)C)/C=C/C(=O)OC